ClC1=CC(=C(N=N1)C(NC([2H])([2H])[2H])=O)NC=1C=C(COCC2=C(C=CC(=N2)N(C(OC(C)(C)C)=O)CC2=CC=C(C=C2)OC)F)C=C(C1OC)C=1OC=C(N1)C Tert-butyl (6-(((3-((6-chloro-3-((methyl-d3)carbamoyl)pyridazin-4-yl)amino)-4-methoxy-5-(4-methyloxazol-2-yl)benzyl)oxy)methyl)-5-fluoropyridin-2-yl)(4-methoxybenzyl)carbamate